cholest-5-en-3b-yl oleate C(CCCCCCC\C=C/CCCCCCCC)(=O)O[C@@H]1CC2=CC[C@H]3[C@@H]4CC[C@H]([C@@H](CCCC(C)C)C)[C@]4(CC[C@@H]3[C@]2(CC1)C)C